(R)-4,4-dimethylpyrrolidine-2-carboxylic acid CC1(C[C@@H](NC1)C(=O)O)C